methane-d2-amine C(N)([2H])[2H]